C(CC)[N+](CCC)(CCC)CCC.FC(C(C(C(C(C(C(C(F)(F)F)(F)F)(F)F)(F)F)(F)F)(F)F)(F)F)(S(=O)(=O)[O-])F perfluorooctanesulphonic acid tetrapropylammonium salt